2-(2-(5-bromo-3-((5S,6S)-3-oxo-5,6-diphenyl-3,4,5,6-tetrahydropyrazin-2-yl)-1H-indol-1-yl)acetyl)-N-(naphthalene-1-yl)hydrazinethiocarboxamide BrC=1C=C2C(=CN(C2=CC1)CC(=O)NNC(NC1=CC=CC2=CC=CC=C12)=S)C1=N[C@H]([C@@H](NC1=O)C1=CC=CC=C1)C1=CC=CC=C1